5-Hydroxymethyl-2'-deoxyuridine-5'-Triphosphate P(O)(=O)(OP(=O)(O)OP(=O)(O)O)OC[C@@H]1[C@H](C[C@@H](O1)N1C(=O)NC(=O)C(=C1)CO)O